N[C@H]1[C@@H](CN(CC1)C1=C2C(=NC=C1C1=CC(=CC(=C1)F)F)N(C(=N2)C=2C(=C(C#N)C=CC2)O)C)OC 3-(7-((3R,4R)-4-amino-3-methoxypiperidin-1-yl)-6-(3,5-difluorophenyl)-3-methyl-3H-imidazo[4,5-b]pyridin-2-yl)-2-hydroxybenzonitrile